BrC1=C(C(=O)NC2=CC=C(C=C2)S(=O)(=O)N2CCN(CC2)C2=NC(=CC(=N2)C#N)C)C=CC=C1 2-bromo-N-(4-((4-(4-cyano-6-methylpyrimidin-2-yl)piperazin-1-yl)sulfonyl)phenyl)benzamide